ClC1=CC=C(N=N1)C1=CCN(CC1)C(=O)OC(C)(C)C tert-Butyl 4-(6-chloropyridazin-3-yl)-5,6-dihydropyridine-1(2H)-carboxylate